4,6-diamino-7-(5-methyl-1-(tetrahydro-2H-pyran-2-yl)-1H-indazol-4-yl)-7H-pyrrolo[2,3-d]pyrimidine-5-carbonitrile NC=1C2=C(N=CN1)N(C(=C2C#N)N)C2=C1C=NN(C1=CC=C2C)C2OCCCC2